9,9-dipropynyl-fluorene C(#CC)C1(C2=CC=CC=C2C=2C=CC=CC12)C#CC